N-(2-aminoethyl)-gamma-aminopropylmethyldimethoxysilane NCCNCCC[Si](OC)(OC)C